3-[2-[(4-nitro-2,1,3-benzoxadiazol-7-yl)amino]ethoxy]propanamide [N+](=O)([O-])C1=CC=C(C2=NON=C21)NCCOCCC(=O)N